C1=CC=C(C=C1O)C 5-cresol